6-(5-(azetidine-3-oxy)pyridin-3-yl)-3-methylbenzo[d]thiazol-2(3H)-one N1CC(C1)OC=1C=C(C=NC1)C1=CC2=C(N(C(S2)=O)C)C=C1